7-methyl-2-(2-methylbiphenyl-3-yl)-1,3-benzoxazole-5-carbaldehyde CC1=CC(=CC=2N=C(OC21)C=2C(=C(C=CC2)C2=CC=CC=C2)C)C=O